N=1N=COC=2C1C1=CC=CC=C1C2 indeno[1,2-e][1,3,4]Oxadiazine